(2S,3R)-3-[(2R)-1,4-dioxaspiro[4.5]dec-2-yl]-2-(fluorenylmethoxycarbonyl-amino)butanoic acid tert-butyl ester C(C)(C)(C)OC([C@H]([C@@H](C)[C@H]1OC2(OC1)CCCCC2)NC(=O)OCC2=CC=CC=1C3=CC=CC=C3CC21)=O